C(#N)C1=C(C(=C(N=N1)OC1=C(C=C(C=C1)F)C)C(=O)NC1=CC(=CC=C1)S(=O)(=O)C)C 6-cyano-3-(4-fluoro-2-methyl-phenoxy)-5-methyl-N-[3-(methylsulfonyl)phenyl]pyridazine-4-carboxamide